C(CC(=O)OCCCCC)(=O)OCCCCC diamyl malonate